F[C@H]1[C@@]2(CC[C@](C[C@H]1N(C=1N=CC(=NC1)C1=C(C=C(C=C1)C1=NN(C=C1)C)O)C)(N2)C)C 2-(5-{[(1S,2R,3R,5R)-2-fluoro-1,5-dimethyl-8-azabicyclo[3.2.1]octan-3-yl](methyl)amino}pyrazin-2-yl)-5-(1-methyl-1H-pyrazol-3-yl)phenol